2-(2-(3,8-diazabicyclo[3.2.1]octan-8-yl)ethyl)-7-chloroisoquinolin-1(2H)-one C12CNCC(CC1)N2CCN2C(C1=CC(=CC=C1C=C2)Cl)=O